(RS)-2-(2-((S)-1-(2,3-Difluorobenzyl)-5-oxopyrrolidin-2-yl)acetamido)-3-methyl-N-(pyrrolidin-1-yl)butanamide FC1=C(CN2[C@@H](CCC2=O)CC(=O)N[C@@H](C(=O)NN2CCCC2)C(C)C)C=CC=C1F |&1:14|